2-(METHYLTHIO)PYRIMIDIN CSC1=NC=CC=N1